3-[2-(1-{[3,5-bis(difluoromethyl)-1H-pyrazol-1-yl] acetyl} piperidin-4-yl)-1,3-thiazol-4-yl]-9-fluoro-1,5-dihydro-2,4-benzodioxepin-6-ylmethanesulfonate FC(C1=NN(C(=C1)C(F)F)CC(=O)N1CCC(CC1)C=1SC=C(N1)C1OCC2=C(CO1)C(=CC=C2CS(=O)(=O)[O-])F)F